CN1N=NC2=C1C=CC(=C2C)[C@@H](CC(=O)OCC)C=2C=C1CCCC1=C(C2)COCC2=CC=C(C=C2)OC Ethyl (3S)-3-(1,4-dimethyl-1H-benzotriazol-5-yl)-3-(7-{[(4-methoxybenzyl)oxy]methyl}-2,3-dihydro-1H-Inden-5-yl)propanoate